O1CCC2=C1C=C(C=C2)OC2=CC=C(C=C2)C2(C(NC(NC2=O)=O)=O)N2CCC1(CN(C1)C(CO)=O)CC2 5-[4-(2,3-dihydrobenzofuran-6-yloxy)phenyl]-5-[2-(2-hydroxyacetyl)-2,7-diazaspiro[3.5]nonan-7-yl]hexahydropyrimidine-2,4,6-trione